CC1(CCN2CCC1CC2)NC(=O)N2CCN(CC2)C2=CC(=CC=C2)C=2C=NC=NC2 N-(4-methyl-1-azabicyclo[3.2.2]non-4-yl)-4-(3-(pyrimidin-5-yl)phenyl)piperazine-1-carboxamide